2-(1-((4-bromo-5-methyl-1H-pyrazol-1-yl)methyl)cyclohexyloxy)acetaldehyde BrC=1C=NN(C1C)CC1(CCCCC1)OCC=O